CC(C)CCCC(C)CCCC(C)CCC(C(C)C(=O)SCCNC(=O)CCNC(=O)[C@@H](C(C)(C)COP(=O)(O)OP(=O)(O)OC[C@@H]1[C@H]([C@H]([C@@H](O1)N2C=NC3=C(N=CN=C32)N)O)OP(=O)(O)O)O)O The molecule is a multi-methyl-branched fatty acyl-CoA that results from the formal condensation of the thiol group of coenzyme A with the carboxy group of 3-hydroxypristanic acid. It is a hydroxy fatty acyl-CoA, a long-chain fatty acyl-CoA, a multi-methyl-branched fatty acyl-CoA and an 11,12-saturated fatty acyl-CoA. It derives from a pristanoyl-CoA.